BrC=1C=C(C(=NC1)OCCN(C(OC(C)(C)C)=O)CC(F)(F)F)NS(=O)(=O)C tert-Butyl (2-((5-bromo-3-(methylsulfonamido)pyridin-2-yl)oxy)ethyl)(2,2,2-trifluoroethyl)carbamate